O[C@H]1[C@](C[C@@]2(CN(C(O2)=O)C=2C=NC(=CC2)C(C)(C)OCC2=CC=C(C=C2)OC)CC1)(C)CN1C=NC2=C1C=C(C=C2)C#N (((5R,7S,8R)-8-Hydroxy-3-(6-(2-((4-methoxybenzyl)oxy)propan-2-yl)pyridin-3-yl)-7-methyl-2-oxo-1-oxa-3-azaspiro[4.5]decan-7-yl)methyl)-1H-benzo[d]imidazole-6-carbonitrile